1-methyl-4-(3-{1-[4-(1-methylimidazole-2-amido)-1H-pyrrol-2-yl]formamido}propanamido)imidazole-2-carboxylic acid CN1C(=NC(=C1)NC(CCNC(=O)C=1NC=C(C1)NC(=O)C=1N(C=CN1)C)=O)C(=O)O